COC1=C2C=CNC2=C(C=C1)B1OC(C(O1)(C)C)(C)C 4-methoxy-7-(4,4,5,5-tetramethyl-1,3,2-dioxaborolan-2-yl)-1H-indole